4-[2-[2-[2-(4-hydroxybut-2-ynoxy)ethyl]oxazolo[5,4-f][1,3]benzoxazol-6-yl]ethoxy]but-2-yn-1-ol OCC#CCOCCC=1OC=2C(=CC3=C(N=C(O3)CCOCC#CCO)C2)N1